1-((R)-3,3-difluoro-4-((5-(1-((S)-2-fluoropropyl)-1H-benzo[d][1,2,3]triazol-6-yl)-4-methoxypyrrolo[2,1-f][1,2,4]triazin-2-yl)amino)piperidin-1-yl)-2-hydroxyethan-1-one FC1(CN(CC[C@H]1NC1=NN2C(C(=N1)OC)=C(C=C2)C=2C=CC1=C(N(N=N1)C[C@H](C)F)C2)C(CO)=O)F